C(C1=CC(C(=O)OCCCO)=CC=C1)(=O)OCCCO.[Na] sodium bis-hydroxypropyl isophthalate